Tert-butyl 4-(5,8-dimethylene-3,6,9-trioxo-2,10-dioxa-4,7-diazaundecyl)piperidine-1-carboxylate C=C(NC(OCC1CCN(CC1)C(=O)OC(C)(C)C)=O)C(NC(C(OC)=O)=C)=O